NC1=NC=CC(=C1)C1=C(C=2C(N(C=C(C2N1)Cl)C1CC1)=O)C1=CC=C(C=C1)F 2-(2-aminopyridin-4-yl)-7-chloro-5-cyclopropyl-3-(4-fluorophenyl)-1,5-dihydro-4H-pyrrolo[3,2-c]pyridin-4-one